(S)-quinuclidin-3-yl((R)-6-(4-isobutoxyphenyl)-2,2-dimethyl-1,2,3,4-tetrahydronaphthalen-1-yl)carbamate N12C[C@H](C(CC1)CC2)OC(N[C@@H]2C(CCC1=CC(=CC=C21)C2=CC=C(C=C2)OCC(C)C)(C)C)=O